CC1=CC=C(C=C1)S(=O)(=O)SC S-methyl 4-methylbenzenesulfonothioate